7-chloro-N-(3-((3-methoxyazetidin-1-yl)methyl)-5-(trifluoromethyl)phenyl)-1-methyl-6-(pyrazolo[1,5-a]pyrazin-3-yloxy)-1H-imidazo[4,5-b]pyridin-2-amine ClC1=C2C(=NC=C1OC=1C=NN3C1C=NC=C3)N=C(N2C)NC2=CC(=CC(=C2)C(F)(F)F)CN2CC(C2)OC